CC1(CCN(C2=CC=CC=C12)C(=O)OC(C)(C)C)N1C(N(C2=NC(=NC=C2C1)SC)C)=O tert-butyl 4-methyl-4-(1-methyl-7-methylsulfanyl-2-oxo-4H-pyrimido[4,5-d]pyrimidin-3-yl)-2,3-dihydroquinoline-1-carboxylate